FC(OC1=C(\C=C/2\C(N=C(S2)NC2CCCC2)=O)C=CC(=C1)OC(F)F)F (Z)-5-(2,4-bis(difluoromethoxy)benzylidene)-2-(cyclopentyl-amino)thiazol-4(5H)-one